O=C1NC(CCC1N1C(C2=C3C(C(=CC=C13)NC(C1=CC(=C(C=C1)CN1CCCCC1)F)=O)=CC=C2)=O)=O N-(1-(2,6-dioxopiperidin-3-yl)-2-oxo-1,2-dihydrobenzo[cd]indol-6-yl)-3-fluoro-4-(piperidin-1-ylmethyl)benzamide